(S)-1-(((R)-tert-butylsulfinyl)amino)-6-fluoro-1,3-dihydrospiro[indene-2,4'-piperidine]-1'-carboxylic acid tert-butyl ester C(C)(C)(C)OC(=O)N1CCC2(CC1)[C@@H](C1=CC(=CC=C1C2)F)N[S@](=O)C(C)(C)C